N-(((6R,7aS)-6-(2,3-dichloro-6-hydroxyphenyl)-3-oxotetrahydro-1H,3H-pyrrolo[1,2-c]oxazol-1-yl)methyl)-2-hydroxyacetamide ClC1=C(C(=CC=C1Cl)O)[C@H]1C[C@@H]2N(C(OC2CNC(CO)=O)=O)C1